dimethyleicosanyl-[3-(trimethoxysilyl)propyl]ammonium iodide [I-].C[N+](CCC[Si](OC)(OC)OC)(CCCCCCCCCCCCCCCCCCCC)C